1-(2-amino-5-methylphenyl)ethanone NC1=C(C=C(C=C1)C)C(C)=O